N-(6-amino-5-ethyl-3-pyridyl)-2-[(2R,5R)-4-methoxy-5-methyl-2-[4-(4-methylpiperazin-1-yl)phenyl]-1-piperidyl]-2-oxo-acetamide NC1=C(C=C(C=N1)NC(C(=O)N1[C@H](CC([C@@H](C1)C)OC)C1=CC=C(C=C1)N1CCN(CC1)C)=O)CC